C1=CC=CC=2C3=CC=CC=C3C(C12)COC(=O)N[C@@H](CC(C)C)C(=O)O N-{[(9H-fluoren-9-yl)methoxy]carbonyl}-L-leucine